CC1=NOC(=C1C1=C2C(=NC(=NC2=CC=C1)C(=O)N[C@@H]1CC[C@H](CC1)O)N1[C@H](COCC1)C1=CC=CC=C1)C (3,5-Dimethylisoxazol-4-yl)-N-((trans)-4-hydroxycyclohexyl)-4-((S)-3-phenylmorpholino)quinazoline-2-carboxamide